di(dihydrocaffeoyl)spermidine C(CCC1=CC(O)=C(O)C=C1)(=O)N(CCCCNCCCN)C(CCC1=CC(O)=C(O)C=C1)=O